C(CCCCCCC\C=C/C\C=C/CCCCC)(=O)NCC(=O)OCC(C)OC(CNC(CCCCCCC\C=C/C\C=C/CCCCC)=O)=O propane-1,2-diyl bis(2-((9Z,12Z)-octadeca-9,12-dienamido)acetate)